N-[5-[8-amino-6-methyl-3-(trideuteriomethyl)imidazo[1,5-a]pyrazin-1-yl]-6-methyl-2-pyridyl]-2-hydroxy-2-[3-(trifluoromethyl)phenyl]acetamide NC=1C=2N(C=C(N1)C)C(=NC2C=2C=CC(=NC2C)NC(C(C2=CC(=CC=C2)C(F)(F)F)O)=O)C([2H])([2H])[2H]